N-((3S,4S)-1-(5-(3-cyano-pyridin-4-yl)pyridin-2-yl)-3-hydroxypiperidin-2-yl)-3-hydroxy-2-methylbenzamide C(#N)C=1C=NC=CC1C=1C=CC(=NC1)N1C([C@H](CCC1)O)NC(C1=C(C(=CC=C1)O)C)=O